(2S,3S,4R,5R)-5-(2-(5-chloropyridin-3-yl)-6-(((4-methylpyridin-2-yl)methyl)amino)-9H-purine-9-yl)-3,4-dihydroxy-N-methyltetrahydrofuran-2-carboxamide ClC=1C=C(C=NC1)C1=NC(=C2N=CN(C2=N1)[C@H]1[C@@H]([C@@H]([C@H](O1)C(=O)NC)O)O)NCC1=NC=CC(=C1)C